C(C1=CC=CC=C1)OC(C([C@@H](C=1SC(=C(C1)CO)C)C1=C(C2=C(N(N=N2)CC)C=C1)C)(C)C)=O.O=C1NCC2=CC=CC(=C12)NC(C=C)=O N-(3-oxoisoindolin-4-yl)acrylamide benzyl-(S)-3-(1-ethyl-4-methyl-1H-benzo[d][1,2,3]triazol-5-yl)-3-(4-(hydroxymethyl)-5-methylthiophen-2-yl)-2,2-dimethylpropanoate